[Cl-].C(=C)C1=CC=C(C[N+](C)(C)C)C=C1 p-Vinyl-Benzyl-Trimethylammonium Chloride